N-[2-chloro-3-[2-chloro-3-[[6-fluoro-5-[(2-hydroxyethylamino)methyl]pyridine-2-carbonyl]amino]phenyl]phenyl]-4-oxo-6,7-dihydro-5H-pyrazolo[1,5-a]pyridine-2-carboxamide ClC1=C(C=CC=C1C1=C(C(=CC=C1)NC(=O)C1=NC(=C(C=C1)CNCCO)F)Cl)NC(=O)C1=NN2C(C(CCC2)=O)=C1